O=C1N(C(C2=CC=CC=C12)=O)CCCC#CC(B1OC(CN(CC(O1)=O)C)=O)NS(=O)(=O)C1=CC=C(C=C1)[N+](=O)[O-] N-(6-(1,3-dioxoisoindolin-2-yl)-1-(6-methyl-4,8-dioxo-1,3,6,2-dioxazaborocan-2-yl)hex-2-yn-1-yl)-4-nitrobenzenesulfonamide